3-(pyridin-2-ylmethyl)-7-(4,4,5,5-tetramethyl-1,3,2-dioxaborolan-2-yl)chroman-4-ol N1=C(C=CC=C1)CC1COC2=CC(=CC=C2C1O)B1OC(C(O1)(C)C)(C)C